CC1=C(C=CC=C1C)N1CCN(CC1)C(CN1N=C(C2=C1CCC2)C(=O)N2C[C@H]([C@H](CC2)O)C)=O 1-[4-(2,3-Dimethylphenyl)piperazin-1-yl]-2-{3-[(3R,4S)-4-hydroxy-3-methylpiperidin-1-carbonyl]-5,6-dihydrocyclopenta[c]pyrazol-1(4H)-yl}ethan-1-on